BrN1C=CC=2C(CCCC12)=O monobromo-1,5,6,7-tetrahydro-4H-indol-4-one